ClC=1C=NC=2CCC(CC2C1)N1CC2=C(CC1)N=C(N2)C2=C(C=CC=C2)Cl 3-chloro-6-(2-(2-chlorophenyl)-3,4,6,7-tetrahydro-5H-imidazo[4,5-c]pyridin-5-yl)-5,6,7,8-tetrahydroquinoline